N1C(CCC1)COC(=O)N1CCC(CC1)NC1=CC(=NC=2N1N=CC2C(C)C)C 4-((3-isopropyl-5-methylpyrazolo[1,5-a]pyrimidin-7-yl)amino)piperidine-1-carboxylic acid pyrrolidin-2-ylmethyl ester